[1-[5-[2-(cyclopropanecarbonylamino)-1,3-benzothiazol-7-yl]-2-methoxy-phenyl]pyrazol-3-yl]phosphonic acid C1(CC1)C(=O)NC=1SC2=C(N1)C=CC=C2C=2C=CC(=C(C2)N2N=C(C=C2)P(O)(O)=O)OC